1,4-dimethyl-indole CN1C=CC2=C(C=CC=C12)C